The molecule is an ammonium betaine derivative of 3-(piperidin-1-yl)propane-1-sulfonic acid. One of a group of non-detergent sulfobetaines having a sulfobetaine hydrophilic group and a short hydrophobic group that cannot aggregate to form micelles. C[N+]1(CCCCC1)CCCS(=O)(=O)[O-]